C(C1=CC=CC=C1)OC(=O)C1NC2CC2C1 2-azabicyclo[3.1.0]hexane-3-carboxylic acid benzyl ester